Cl.FC1=C(C=CC(=C1)C(F)(F)F)C=1C(=NC(=NC1)NC[C@@H]1CNCCC1)C (S)-5-(2-fluoro-4-(trifluoromethyl)phenyl)-4-methyl-N-(piperidin-3-ylmethyl)pyrimidin-2-amine, hydrochloride salt